1-p-tolylpropane-1-one hydrochloride Cl.C1(=CC=C(C=C1)C(CC)=O)C